1-[6-(morpholin-4-yl)pyrimidin-4-yl]-4-(1H-1,2,3-triazol-1-yl)-1H-pyrazole-5-olate monosodium [Na+].N1(CCOCC1)C1=CC(=NC=N1)N1N=CC(=C1[O-])N1N=NC=C1